FC(C=1C=C(C=CC1F)C=1C=C(C(=NC1)C)CN1C(OC(C1)(C)C)=O)F 3-[[5-[3-(Difluoromethyl)-4-fluoro-phenyl]-2-methyl-3-pyridyl]methyl]-5,5-dimethyl-oxazolidin-2-one